N-(4-methyl-2-nitrophenyl)phosphoric triamide CC1=CC(=C(C=C1)NP(N)(N)=O)[N+](=O)[O-]